NC[C@@H](CNC(OC(C)(C)C)=O)O[Si](C)(C)C(C)(C)C (S)-tert-butyl (3-amino-2-((tert-butyldimethylsilyl)-oxy)propyl)carbamate